Decane-10-carboxylic acid ethyl ester C(C)OC(=O)CCCCCCCCCC